C(C1=CC=CC=C1)N1[C@@H](C[C@H](C1)O)C(=O)OC Methyl (2S,4R)-1-benzyl-4-hydroxypyrrolidine-2-carboxylate